carbamoylaspartic acid (carbamoylaspartate) C(N)(=O)N[C@@H](CC(=O)O)C(=O)O.C(N)(=O)N[C@@H](CC(=O)O)C(=O)O